C[C@@H]([C@H]1[C@H]2CC(=C(N2C1=O)C(=O)O)S/C=C/NC(=O)C)OS(=O)(=O)O The molecule is a member of the class of carbapenems that is (5R,6R)-3-{[(E)-2-aminoethenyl]sulfanyl}-6-[(1S)-1-hydroxyethyl]-7-oxo-1-azabicyclo[3.2.0]hept-2-ene-2-carboxylic acid in which the free hydroxy and amino groups are carrying sulfo and acetyl substituents respectively. It has a role as a bacterial metabolite. It is a member of acetamides, an organosulfonic acid and a member of carbapenems.